C(C)(=O)C=1C=CC(=NC1)N1CCN(CC1)C(=O)OC(C)(C)C tert-butyl 4-(5-acetyl-2-pyridyl)piperazine-1-carboxylate